NC1=NC2=NC=C(N=C2C(N1)=O)CCNC1=CC=C(C(=O)N[C@H](C(=O)OC)CCC#C)C=C1 methyl (S)-2-(4-((2-(2-amino-4-oxo-3,4-dihydropteridin-6-yl)ethyl)amino)benzamido)hex-5-ynoate